4-[(tert-butoxycarbonyl)amino]-1-[(9H-fluoren-9-ylmethoxy)carbonyl]piperidine-4-carboxylic acid C(C)(C)(C)OC(=O)NC1(CCN(CC1)C(=O)OCC1C2=CC=CC=C2C=2C=CC=CC12)C(=O)O